N-[[(2R,5S)-3-oxo-2-(4-phenoxyphenyl)-1,4-thiazepan-5-yl]methyl]piperazine-1-carboxamide O=C1[C@H](SCC[C@H](N1)CNC(=O)N1CCNCC1)C1=CC=C(C=C1)OC1=CC=CC=C1